C(C1=CC=CC=C1)(C1=CC=CC=C1)N1CC(C1)=C(CN1C(C2=CC=CC=C2C1=O)=O)C(C)C (d)-2-(2-(1-benzhydrylazetidin-3-ylidene)3-methylbutyl)isoindoline-1,3-dione